ClC=1C(=NC(=NC1)NC1=C(C=C(C=C1)N1CCN(CC1)C)OC(F)F)NC=1SC=C(C1C(=O)N)C 2-((5-chloro-2-((2-(difluoromethoxy)-4-(4-methylpiperazin-1-yl)phenyl)amino)pyrimidin-4-yl)amino)-4-methylthiophene-3-carboxamide